C(C)(C)(C)C1=CC=C(C=C1)S(=O)(=O)N1C=C(C=C1)C(=O)NC1=CC=C(C=C1)F 1-((4-(tert-butyl)phenyl)sulfonyl)-N-(4-fluorophenyl)-1H-pyrrole-3-carboxamide